(S)-4'-methyl-5'-oxo-2'-((6-((tetrahydro-2H-pyran-3-yl)amino)pyrimidin-4-yl)amino)-5',6'-dihydrospiro[cyclohexane-1,7'-pyrrolo[3,4-b]pyridine] 1'-oxide CC1=C2C(=[N+](C(=C1)NC1=NC=NC(=C1)N[C@@H]1COCCC1)[O-])C1(NC2=O)CCCCC1